ClC1=C(C=NC(=C1)Cl)C(=O)O 4,6-dichloropyridine-3-carboxylic acid